CON(C(=O)C1=CC2=C(N=C(S2)C2CCN(CC2)C)C=C1)C N-methoxy-N-methyl-2-(1-methylpiperidin-4-yl)benzo[d]thiazole-6-carboxamide